C(C1=CC=CC=C1)(=O)O[C@@H]1[C@H](O[C@@H]([C@H]([C@@H]1OC(C1=CC=CC=C1)=O)OC(C1=CC=CC=C1)=O)COC(C1=CC=CC=C1)=O)O[C@@H]1[C@@H]([C@@H](OCCN)O[C@@H]([C@H]1OC(C1=CC=CC=C1)=O)CO[C@@H]1[C@@H](OC(C2=CC=CC=C2)=O)[C@@H](OC(C2=CC=CC=C2)=O)[C@H](OC(C2=CC=CC=C2)=O)[C@H](O1)COC(C1=CC=CC=C1)=O)OC(C1=CC=CC=C1)=O 2-aminoethyl (2,3,4,6-tetra-O-benzoyl-α-D-mannopyranosyl)-(1-3)-[2,3,4,6-tetra-O-benzoyl-α-D-mannopyranosyl-(1→6)]-2,4-di-O-benzoyl-α-D-mannopyranoside